2-[1-(2-Imidazo[1,2-a]pyridin-8-yl-6-methyl-4-oxo-chromen-8-yl)ethylamino]benzoic acid N=1C=CN2C1C(=CC=C2)C=2OC1=C(C=C(C=C1C(C2)=O)C)C(C)NC2=C(C(=O)O)C=CC=C2